S(=O)(=O)(O)C1C(=O)N(C(C1)=O)OC(CCCN1C(C=CC1=O)=O)=O sulfo-N-γ-maleimidobutyryl-oxysuccinimide